N-{[3-(4-{[(3S,4R)-3-fluoro-1-methylpiperidin-4-yl]amino}-1-(2,2,2-trifluoroethyl)-1H-indol-2-yl)-1,2,4-oxadiazol-5-yl]methyl}-5-[1-(hydroxymethyl)cyclopropyl]thiophene-3-carboxamide F[C@H]1CN(CC[C@H]1NC1=C2C=C(N(C2=CC=C1)CC(F)(F)F)C1=NOC(=N1)CNC(=O)C1=CSC(=C1)C1(CC1)CO)C